BrC1=C(CN2N=NC(=C2)C=2C=C(C=CC2)NC2=NC=NC3=CC(=C(C=C23)OCCCN2CCOCC2)OC)C=C(C=C1)F N-(3-(1-(2-bromo-5-fluorobenzyl)-1H-1,2,3-triazol-4-yl)phenyl)-7-methoxy-6-(3-morpholinopropoxy)quinazolin-4-amine